ClC=1C(=C2C=NNC2=C(C1F)C1OCC(C1)O)C=1N=CC=2N(C1)C=C(N2)NC(=O)C2C(C2)F N-(6-(5-chloro-6-fluoro-7-(4-hydroxytetrahydrofuran-2-yl)-1H-indazol-4-yl)imidazo[1,2-a]pyrazin-2-yl)-2-fluorocyclopropane-1-carboxamide